1-(3-((4-((3-cyclopropyl-phenyl)amino)pyrido[3,4-d]pyrimidin-6-yl)oxy)-azetidin-1-yl)prop-2-en-1-one C1(CC1)C=1C=C(C=CC1)NC=1C2=C(N=CN1)C=NC(=C2)OC2CN(C2)C(C=C)=O